CC1=C(C=C(C=2N(C(=NC21)C=2N1CCNC3=CC=CC(C2)=C13)C)OC)C(=O)OC(C)C=1C=C3C=C(N=CC3=CC1)C 1-(3-methylisoquinolin-6-yl)ethan-1-ol methyl-2-(1,9-diazatricyclo[6.3.1.04,12]dodeca-2,4(12),5,7-tetraen-2-yl)-7-methoxy-1-methyl-benzimidazole-5-carboxylate